3-bromo-5-(4-fluorophenyl)-1H-indole-2-carboxylic acid BrC1=C(NC2=CC=C(C=C12)C1=CC=C(C=C1)F)C(=O)O